2-[1-(4-chloro-3-oxo-butyl)cyclopropyl]isoindoline-1,3-dione ClCC(CCC1(CC1)N1C(C2=CC=CC=C2C1=O)=O)=O